4-(methoxymethyl)-2-(trimethylstannyl)pyridine COCC1=CC(=NC=C1)[Sn](C)(C)C